C(#N)C1=C(C=C(C=C1)C1=CC(=CC=2N1N=CN2)NC(=O)[C@@H]2OCCC2)F (2R)-N-[5-(4-cyano-3-fluorophenyl)-[1,2,4]triazolo[1,5-a]pyridin-7-yl]oxolane-2-carboxamide